8-(2-chloro-3-fluorophenyl)-9-(4-(fluoro(1-(3-fluoropropyl)azetidin-3-yl)methyl)phenyl)-6,7-dihydro-5H-benzo[7]annulene-3-carboxylic acid ClC1=C(C=CC=C1F)C=1CCCC2=C(C1C1=CC=C(C=C1)C(C1CN(C1)CCCF)F)C=CC(=C2)C(=O)O